Cl.N[C@H](C(=O)NCC1=NC(=NO1)C1=CC=C(C=C1)CCCCCCCCCC)[C@H](CC)C (2S,3S)-2-amino-N-((3-(4-decylphenyl)-1,2,4-oxadiazol-5-yl)methyl)-3-methylpentanamide hydrochloride